tert-butyl (5-(4-(4-chlorobutanamido)phenyl)thiazolo[5,4-b]pyridin-2-yl)carbamate ClCCCC(=O)NC1=CC=C(C=C1)C1=CC=C2C(=N1)SC(=N2)NC(OC(C)(C)C)=O